Nickel-chromium aluminium [Al].[Cr].[Ni]